C(C)(C)(C)OC(=O)NCCCC1=C(C=CC(=C1)F)NC1=CC(=NC=C1C(=O)[O-])C(F)(F)F 4-((2-(3-((tert-butoxycarbonyl)amino)propyl)-4-fluorophenyl)amino)-6-(trifluoromethyl)nicotinate